cyclopropyl-8-fluoro-6-hydroxyquinoline-2-carboxylic acid methyl ester COC(=O)C1=NC2=C(C=C(C=C2C=C1C1CC1)O)F